6-bromo-N-(3-chloro-2-fluoro-phenyl)quinazolin-4-amine BrC=1C=C2C(=NC=NC2=CC1)NC1=C(C(=CC=C1)Cl)F